Cl.N[C@@H](CCC(=O)OCC1=CC=CC=C1)C(COC1=C(C(=CC(=C1F)F)F)F)=O Benzyl (S)-4-amino-5-oxo-6-(2,3,5,6-tetrafluorophenoxy)hexanoate hydrochloride